4-fluoroisoquinoline-7-carbonitrile FC1=CN=CC2=CC(=CC=C12)C#N